tetra-n-butyl-phosphonium benzotriazole salt N1N=NC2=C1C=CC=C2.C(CCC)[P+](CCCC)(CCCC)CCCC